(S)-7-((2,4-difluorobenzyl)oxy)-3,4,11,11a-tetrahydropyrimido[6',1':2,3]imidazo[5,1-c][1,4]oxazin-9(1H)-one FC1=C(COC2=NC(N3C(N4[C@H](COCC4)C3)=C2)=O)C=CC(=C1)F